4-(trifluoroacetyl)benzoic acid FC(C(=O)C1=CC=C(C(=O)O)C=C1)(F)F